COC1=CC=C(CN2C=C(C3=CC(=CC=C23)N)C#N)C=C1 1-(4-methoxybenzyl)-5-amino-1H-indole-3-carbonitrile